CC1(CCN(CC1)CC1=CC=C(CNC2=C3C(N(C=NC3=CC=C2)C2C(NC(CC2)=O)=O)=O)C=C1)C 3-(5-((4-((4,4-dimethylpiperidin-1-yl)methyl)benzyl)amino)-4-oxoquinazolin-3(4H)-yl)piperidine-2,6-dione